4-(beta-D-glucopyranosyloxy)-benzoic acid [C@@H]1([C@H](O)[C@@H](O)[C@H](O)[C@H](O1)CO)OC1=CC=C(C(=O)O)C=C1